N1(CCCC2=NC=CC=C12)C=1C=NC=2CCN(CC2C1)C1=NC=C(C#N)C=C1C 6-(3-(3,4-dihydro-1,5-naphthyridin-1(2H)-yl)-7,8-dihydro-1,6-naphthyridin-6(5H)-yl)-5-methylnicotinonitrile